3-methyl-2-[2-(tetra-hydropyran-4-ylmethyl)-pyrazolo[3,4-b]pyridin-6-yl]-5-(trifluoromethyl)-phenol CC=1C(=C(C=C(C1)C(F)(F)F)O)C=1C=CC=2C(N1)=NN(C2)CC2CCOCC2